C(CC)C1N(CCC1)C=C Propyl-vinyl-pyrrolidine